3-Ethyl-benzenethiol C(C)C=1C=C(C=CC1)S